((2R,5S)-3-(4-cyano-3-(trifluoromethyl)phenyl)-2-(trifluoromethyl)oxazolidin-5-yl)methyl methanesulfonate CS(=O)(=O)OC[C@@H]1CN([C@H](O1)C(F)(F)F)C1=CC(=C(C=C1)C#N)C(F)(F)F